4-[2-chloro-6-(methylcarbamoyl)pyridin-3-yl]piperazine-1-carboxylic acid tert-butyl ester C(C)(C)(C)OC(=O)N1CCN(CC1)C=1C(=NC(=CC1)C(NC)=O)Cl